NC[C@H](F)C=1C=NC(=NC1)C1=C(C=C(C#N)C=C1)OC=1N(N=C(C1)N(CC)CC)C 4-[5-[(1R)-2-amino-1-fluoroethyl]pyrimidin-2-yl]-3-[5-(diethylamino)-2-methylpyrazol-3-yl]oxybenzonitrile